1,2,3,6-tetrahydro-1,3-dihydroxy-2,4-dimethyl-1,3,5-triazine ON1C(N(C(=NC1)C)O)C